3-[(1R)-1-({3-chloro-6-[2-(dimethylphosphoryl)pyrimidin-5-yl]-7-fluoro-2-methyl-1,5-naphthyridin-4-yl}amino)ethyl]benzonitrile ClC=1C(=NC2=CC(=C(N=C2C1N[C@H](C)C=1C=C(C#N)C=CC1)C=1C=NC(=NC1)P(=O)(C)C)F)C